FC=1C(=CC2=C(C(=CO2)C(=O)NC2=CC(=C(C=C2)N2[C@H](CCC2)C(F)(F)F)F)C1)C1=NN=NN1 (R)-5-Fluoro-N-(3-Fluoro-4-(2-(Trifluoromethyl)Pyrrolidin-1-Yl)Phenyl)-6-(1H-Tetrazol-5-Yl)Benzofuran-3-Carboxamide